5-((4-(7-methoxy-1,9-dimethyl-9H-pyrido[3,4-b]indol-6-yl)piperazine-1-yl)sulfonyl)-N,N-dimethylnaphthalene-1-amine COC1=C(C=C2C3=C(N(C2=C1)C)C(=NC=C3)C)N3CCN(CC3)S(=O)(=O)C3=C1C=CC=C(C1=CC=C3)N(C)C